ClC1=C(C=CC=C1C=1C(=NNC1)F)C(=O)N1C[C@H]2COC(CN2CC1)C=1C=NC(=CC1)C(F)(F)F |r| [2-chloro-3-(3-fluoro-1H-pyrazol-4-yl)phenyl]-[rac-(9aS)-3-[6-(trifluoromethyl)-3-pyridyl]-3,4,6,7,9,9a-hexahydro-1H-pyrazino[2,1-c][1,4]oxazin-8-yl]methanone